C(CCC)(=O)OCCC(C)(OC)C 3-methyl-3-Methoxybutyl butyrate